C(C=C)C(C(=O)C1=CC=CC=C1)O allylhydroxyacetophenone